N-(1-amino-3-hydroxy-2-methyl-1-oxopropan-2-yl)-5-(cyclopentyloxy)-2-methylbenzofuran-3-carboxamide NC(C(CO)(C)NC(=O)C1=C(OC2=C1C=C(C=C2)OC2CCCC2)C)=O